(S)-(3-((1-(3-chloro-6-(2-(diisopropylcarbamoyl)-4-fluorophenoxy)-1,2,4-triazine-5-yl)pyrrolidin-3-yl)methyl)-3-azaspiro[5.5]undec-9-yl)carbamic acid benzyl ester C(C1=CC=CC=C1)OC(NC1CCC2(CCN(CC2)C[C@H]2CN(CC2)C=2N=C(N=NC2OC2=C(C=C(C=C2)F)C(N(C(C)C)C(C)C)=O)Cl)CC1)=O